C(C)(C)(C)OC(=O)N[C@H](C(=O)O)CC1=CC=C(C=C1)N1C(CC1)=O (s)-2-((tert-Butoxycarbonyl)amino)-3-(4-(2-oxoazetidin-1-yl)phenyl)propanoic acid